2-(2-aminoethoxy)propan-1-amine NCCOC(CN)C